(2R,4S)-2-(6-benzyloxy-3-pyridyl)tetrahydropyran-4-carboxylic acid C(C1=CC=CC=C1)OC1=CC=C(C=N1)[C@@H]1OCC[C@@H](C1)C(=O)O